4-hydroxy-N-methyl-1-(3-methyl-2-(4-(pyridin-3-yl)-1H-1,2,3-triazol-1-yl)butanoyl)pyrrolidine-2-carboxamide OC1CC(N(C1)C(C(C(C)C)N1N=NC(=C1)C=1C=NC=CC1)=O)C(=O)NC